ClC1=C(C=NN1C)[C@@H](CN(O)O)C(C(=O)OCC)C(=O)OCC diethyl 2-[(1S)-1-(5-chloro-1-methyl-pyrazol-4-yl)-2-(dihydroxyamino)ethyl]propanedioate